C(N)(=O)C1OC2=C(O1)C=C(C=C2C2=CC=C(O2)P(O)(O)=O)C2=CC=CC=1N2C=C(N1)NC(=O)C1CC(C1)(C)C [5-[2-carbamoyl-6-[2-[(3,3-dimethylcyclobutanecarbonyl)amino]imidazo[1,2-a]pyridin-5-yl]-1,3-benzodioxol-4-yl]-2-furyl]phosphonic acid